CC1CC[NH2+]CC1 4-(methyl)piperidinium